BrC1=CC=C(C=C1)CCC 3-(4-bromophenyl)propan